7-cyclopentyl-2-((5-(4-((3-((2,6-dioxopiperidin-3-yl)amino)benzyl)(methyl)amino)piperidin-1-yl)pyridin-2-yl)amino)-N,N-dimethyl-7H-pyrrolo[2,3-d]pyrimidine-6-carboxamide C1(CCCC1)N1C(=CC2=C1N=C(N=C2)NC2=NC=C(C=C2)N2CCC(CC2)N(C)CC2=CC(=CC=C2)NC2C(NC(CC2)=O)=O)C(=O)N(C)C